NC1=C(C(=O)OC)C=C(C=C1Br)C methyl 2-amino-3-bromo-5-methylbenzoate